((triisopropylsilyl)ethynyl)naphthalen-2-amine C(C)(C)[Si](C(C)C)(C(C)C)C#CC1=C(C=CC2=CC=CC=C12)N